5,5-dimethyl-2-((tetrahydro-2H-pyran-4-yl)methyl)-8-(4-(trifluoromethyl)phenyl)-2,3,4,5-tetrahydro-1H-benzo[c]azepine CC1(C2=C(CN(CC1)CC1CCOCC1)C=C(C=C2)C2=CC=C(C=C2)C(F)(F)F)C